NC1=NNC2=C(C=C(C=C12)C1=CC(=NC=C1)NC(COC)=O)C#CC(C)(C)C N-(4-(3-Amino-7-(3,3-dimethylbut-1-yn-1-yl)-1H-indazol-5-yl)pyridin-2-yl)-2-methoxyacetamide